[Cu].[Cr].[Cd] cadmium-chromium copper